tert-butyl (6,6-difluorospiro[3.3]heptan-2-yl)(2-hydroxyethyl)carbamate FC1(CC2(CC(C2)N(C(OC(C)(C)C)=O)CCO)C1)F